FC=1C=C2C(=CN(C2=CC1F)C)C=1C2=C(N=C(N1)NC1=CC(=C(C=C1)F)[N+](=O)[O-])N(C=C2)S(=O)(=O)C2=CC=C(C)C=C2 4-(5,6-difluoro-1-methyl-1H-indol-3-yl)-N-(4-fluoro-3-nitrophenyl)-7-tosyl-7H-pyrrolo[2,3-d]pyrimidin-2-amine